CC1=NC(=CC=C1S(=O)(=O)N1CC2(C1)CN(C2)C2CC1(COC1)C2)C(F)(F)F 2-((2-methyl-6-(trifluoromethyl)pyridin-3-yl)sulfonyl)-6-(2-oxaspiro[3.3]heptan-6-yl)-2,6-diazaspiro[3.3]heptane